O1CC(C1)C1=CC=C(C=C1)NC(OC1=CC=CC=C1)=O phenyl (4-(oxetan-3-yl)phenyl)carbamate